OCCN(CCO)CCCCCCO[Si](OC(OC\C=C(\CC\C=C(\CCC=C(C)C)/C)/C)CCCCCCCCCCCCCCC)(C)C (16E,20E)-3-(2-hydroxyethyl)-11,11,17,21,25-pentamethyl-13-pentadecyl-10,12,14-trioxa-3-aza-11-silahexacosa-16,20,24-trien-1-ol